4-((3,3-dimethylbut-2-ylamino)methyl)benzamide CC(C(C)NCC1=CC=C(C(=O)N)C=C1)(C)C